NCC=1C=C(C=CC1)C1=CC(=CC=2C=C(OC21)COC2=C(C=CC=C2)CC(=O)OC(C)(C)C)C(NCC2CC2)=O tert-butyl 2-(2-((7-(3-(aminomethyl)phenyl)-5-((cyclopropylmethyl)carbamoyl)benzofuran-2-yl)methoxy)phenyl)acetate